N-(2-(2,6-dioxo-piperidin-3-yl)-1,3-dioxoisoindolin-5-yl)-3-methylbenzene-sulfonamide O=C1NC(CCC1N1C(C2=CC=C(C=C2C1=O)NS(=O)(=O)C1=CC(=CC=C1)C)=O)=O